COC1=CC=C(C=C1)C1=C(C=C2C=CC3=CC=CC4=CC=C1C2=C34)OCC (4-methoxyphenyl)-2-ethoxy-pyrene